CN1N(C=CC1C)C1N(CC1)C(=O)NCC(F)(F)F 2,3-dimethylpyrazol-1-yl-N-(2,2,2-trifluoroethyl)azetidine-1-carboxamide